(+)-10,2-camphorsultam CC1([C@H]2CC[C@@]13CS(=O)(=O)N[C@H]3C2)C